diisooctadecyl cyclohexane-1,2-dicarboxylate C1(C(CCCC1)C(=O)OCCCCCCCCCCCCCCCC(C)C)C(=O)OCCCCCCCCCCCCCCCC(C)C